(2S,3R)-N-benzyl-3-hydroxy-2-(5-isobutyryl-1-oxo-2,5-diazaspiro[3.4]octan-2-yl)butanamide C(C1=CC=CC=C1)NC([C@H]([C@@H](C)O)N1C(C2(C1)N(CCC2)C(C(C)C)=O)=O)=O